CN1CCN2C=3C(=CC=CC13)[C@H]1[C@@H]2CCN(C1)CCCC(=O)C1=CC=C(C=C1)F 4-((6bR,10aS)-3-methyl-2,3,6b,9,10,10a-hexahydro-1H-pyrido[3',4':4,5]pyrrolo[1,2,3-de]quinoxalin-8(7H)-yl)-1-(4-fluorophenyl)-1-butanone